N-(3-{5-[(R)-(1,3-Dimethyl-azetidin-3-yl)-hydroxy-(4-isopropyl-phenyl)-methyl]-pyridin-3-yl}-[1,2,4]oxadiazol-5-ylmethyl)-2-hydroxy-acetamide CN1CC(C1)(C)[C@@](C=1C=C(C=NC1)C1=NOC(=N1)CNC(CO)=O)(C1=CC=C(C=C1)C(C)C)O